((2S,5R)-4-(2,2-difluoro-1-(quinoxalin-6-yl)ethyl)-2,5-dimethylpiperazin-1-yl)-4-methyl-2-(tetrahydro-2H-pyran-2-yl)-2,4-dihydro-5H-pyrazolo[4,3-b]pyridin-5-one FC(C(C=1C=C2N=CC=NC2=CC1)N1C[C@@H](N(C[C@H]1C)C=1N(N=C2C1N(C(C=C2)=O)C)C2OCCCC2)C)F